(R)-3-((2-chloro-5-(((S)-2-methylmorpholino)methyl)pyrimidin-4-yl)oxy)-10-methyl-9,10,11,12-tetrahydro-8H-[1,4]diazepino[5',6':4,5]thieno[3,2-f]quinoxalin-8-one ClC1=NC=C(C(=N1)OC1=NC=2C=CC3=C(C2N=C1)C1=C(S3)C(N[C@@H](CN1)C)=O)CN1C[C@@H](OCC1)C